tert-butyl 4-[thieno[2,3-d][1,3]thiazol-5-yl]piperidine-1-carboxylate S1C=NC2=C1C=C(S2)C2CCN(CC2)C(=O)OC(C)(C)C